F[B-](F)(F)F.IC1=CC=C(C=C1)[I+]C1=CC=C(C=C1)I bis(4-iodophenyl)iodonium tetrafluoroborate